OC=1C=C(C=C(C1O)[N+](=O)[O-])C(=C(C#N)C(=O)N1CCCCC1)O 3-(3,4-dihydroxy-5-nitrophenyl)-3-hydroxy-2-(piperidine-1-carbonyl)acrylonitrile